IC1=CC2=C(C(N(C=C2C(C)C2=CC=C(C=C2)OC)C)=O)N1S(=O)(=O)C1=CC=C(C)C=C1 2-iodo-4-(1-(4-methoxyphenyl)ethyl)-6-methyl-1-p-toluenesulfonyl-1,6-dihydro-7H-pyrrolo[2,3-c]pyridin-7-one